[Cl-].OCCC[N+](OC)(OC)OC hydroxypropyl-trimethoxyammonium chloride